(3S,7aS,11aS)-9-benzyl-3-ethyl-2,3,6,7,7a,8,10,11-octahydrooxazolo[2,3-j][1,6]naphthyridin-5-one C(C1=CC=CC=C1)N1C[C@@H]2CCC(N3[C@@]2(CC1)OC[C@@H]3CC)=O